4-(3,4-epoxycyclohexyl)butyltrimethoxysilane C1(CC2C(CC1)O2)CCCC[Si](OC)(OC)OC